1-(3-(5-(5-methyl-1H-indazol-4-yl)-1H-benzo[d]imidazol-1-yl)azetidin-1-yl)prop-2-en-1-one CC=1C(=C2C=NNC2=CC1)C1=CC2=C(N(C=N2)C2CN(C2)C(C=C)=O)C=C1